5-amino-2-[3-fluoro-2-[(4-methylpyrimidin-2-yl)amino]phenyl]-6-(5-methyl-1H-indazol-4-yl)pyrimidine-4-carboxamide NC=1C(=NC(=NC1C1=C2C=NNC2=CC=C1C)C1=C(C(=CC=C1)F)NC1=NC=CC(=N1)C)C(=O)N